5-phenyl-2-(4-(trifluoromethoxy)phenyl)Oxazole-4-carboxylic acid ethyl ester C(C)OC(=O)C=1N=C(OC1C1=CC=CC=C1)C1=CC=C(C=C1)OC(F)(F)F